2-(2-ethoxy-4-fluorobenzoyl)-N-ethyl-N-(o-tolyl)-2-azaspiro[3.3]heptane-6-carboxamide C(C)OC1=C(C(=O)N2CC3(C2)CC(C3)C(=O)N(C3=C(C=CC=C3)C)CC)C=CC(=C1)F